(R)-2-pyrrolinecarboxylic acid N1(C=CCC1)C(=O)O